tert-butyl 4-(5-(4-chloro-2-fluorobenzyl) thieno[3,2-b]pyridin-3-yl)-3,6-dihydropyridine-1(2H)-carboxylate ClC1=CC(=C(CC2=CC=C3C(=N2)C(=CS3)C=3CCN(CC3)C(=O)OC(C)(C)C)C=C1)F